5-((5-(3-(((1S,3R)-3-aminocyclopentyl)oxy)-6-methylpyridin-2-yl)-1H-pyrazol-3-yl)amino)pyrazine-2-carbonitrile N[C@H]1C[C@H](CC1)OC=1C(=NC(=CC1)C)C1=CC(=NN1)NC=1N=CC(=NC1)C#N